C(C1=CC=CC=C1)(=O)OCCCCCC(=O)Cl 6-benzoyloxycaproyl chloride